5-(1-(cyclopropylmethyl)piperidin-4-yl)-2-(5-(8-methoxy-[1,2,4]triazolo[1,5-a]pyridin-6-yl)-4-(2,2,2-trifluoroethyl)-1H-pyrazol-3-yl)thiazole C1(CC1)CN1CCC(CC1)C1=CN=C(S1)C1=NNC(=C1CC(F)(F)F)C=1C=C(C=2N(C1)N=CN2)OC